C1=CNC(=S)N(C1=O)N aminothiouracil